5-(2-methoxyphenyl)pyrimidine-4-carboxylic acid COC1=C(C=CC=C1)C=1C(=NC=NC1)C(=O)O